C(#N)C=1C=CC(=NC1)C1=CC=C(CN2N=NC(=C2)COC2=CC=C(C=C2)C=2N=C3N(C=CC(=C3)C3=CC=CC=C3)C2NC2=CC=C(C(=O)O)C=C2)C=C1 4-((2-(4-((1-(4-(5-cyanopyridin-2-yl)benzyl)-1H-1,2,3-triazol-4-yl)methoxy)phenyl)-7-phenylimidazo[1,2-a]pyridin-3-yl)amino)benzoic acid